BrC1=C(C(=CC=C1)Br)C1=C(C(=CC=C1)N)N (2,6-dibromophenyl)benzene-1,2-diamine